diisoamyl 2,3-diiodomaleate I/C(/C(=O)OCCC(C)C)=C(/C(=O)OCCC(C)C)\I